C(C)OC(C(=C)C)=O.OC1=CC=C(C=C1)C(C)(C)C1=CC=C(C=C1)O bisphenol A ethyl-methacrylate